2-acrylamidodecyl-sodium C(C=C)(=O)NC(C[Na])CCCCCCCC